Phenyl-2,4,6-trimethylbenzoylphosphinate C1(=CC=CC=C1)P([O-])(=O)C(C1=C(C=C(C=C1C)C)C)=O